BrC1=C(C=NN1CC)CN1N=C(N=C1C1=C(C=C(C=C1)F)I)C 1-((5-bromo-1-ethyl-1H-pyrazol-4-yl)methyl)-5-(4-fluoro-2-iodophenyl)-3-methyl-1H-1,2,4-triazole